(2R,6R)-4-(3-(3-ethyl-1H-indazol-5-yl)imidazo[1,2-b]pyridazin-6-yl)-2,6-dimethylmorpholine C(C)C1=NNC2=CC=C(C=C12)C1=CN=C2N1N=C(C=C2)N2C[C@H](O[C@@H](C2)C)C